ClC=1C=C(C=CC1F)NC=1C2=C(N=CN1)C(=NC=N2)NN N-(3-chloro-4-fluorophenyl)-8-hydrazineylpyrimido[5,4-d]pyrimidin-4-amine